2,2-Bis(3-amino-4-METHYLPHENYL)hexafluoropropane tert-Butyl-(2-(6-((2S,5R)-4-(bis(4-fluorophenyl)methyl)-2,5-dimethylpiperazin-1-yl)-2-chloro-9H-purin-9-yl)ethyl)(methyl)carbamate C(C)(C)(C)OC(N(C)CCN1C2=NC(=NC(=C2N=C1)N1[C@H](CN([C@@H](C1)C)C(C1=CC=C(C=C1)F)C1=CC=C(C=C1)F)C)Cl)=O.NC=1C=C(C=CC1C)C(C(F)(F)F)(C(F)(F)F)C1=CC(=C(C=C1)C)N